C(C)OC(=C)C1=NN2C(N(C(=C(C2=O)N2CCN(CC2)C2=NC=CC=C2O)CC)CC(=O)NC2=C(C=C(C=C2)C(F)(F)F)C)=N1 2-(2-(1-ethoxyvinyl)-5-ethyl-6-(4-(3-hydroxypyridyl)piperazin-1-yl)-7-oxo-[1,2,4]triazolo[1,5-a]pyrimidin-4(7H)-yl)-N-(2-methyl-4-(trifluoromethyl)phenyl)acetamide